COC[C@@]1(NC2=C(NC1=O)C=NC1=C2C=CN1S(=O)(=O)C1=CC=CC=C1)C (S)-2-(methoxymethyl)-2-methyl-7-(benzenesulfonyl)-1,2,4,7-tetrahydro-3H-pyrrolo[3',2':5,6]pyrido[3,4-b]pyrazin-3-one